FC1=CC=C(C=2N1N=CC2CO)C (7-fluoro-4-methyl-pyrazolo[1,5-a]pyridin-3-yl)methanol